ClC1=C(C=CC=C1)[C@H](CN1N=CN=N1)O (R)-1-(2-chlorophenyl)-2-(2H-tetrazol-2-yl)ethan-1-ol